O=C1NC(CCC1N1C(C2=CC=CC(=C2C1)NCCCCN1CN(CC1)C=1C=CC(=NC1)C(=O)N1CCC(CC1)CCCCNC(\C=C\C1=NC(=CN=C1)C)=O)=O)=O (E)-N-(4-(1-(5-(3-(4-((2-(2,6-dioxopiperidin-3-yl)-1-oxoisoindoline-4-yl)amino)butyl)imidazolidin-1-yl)2-pyridineformyl)piperidin-4-yl)butyl)-3-(6-methylpyrazin-2-yl)acrylamide